4,5,6-naphthalenetricarboxylic acid C1=CC=C(C2=C(C(=CC=C12)C(=O)O)C(=O)O)C(=O)O